ClC1=CC=C(C=C1)N1CCN(CC1)C(=O)C1=NC(=CN=C1)C1=CC=C(C=C1)C(F)(F)F (4-(4-chlorophenyl)piperazin-1-yl)(6-(4-(trifluoromethyl)phenyl)pyrazin-2-yl)methanone